COC(CCC(N1C(C2=CC=CC(=C2C1)OCC1=CC=C(C=C1)CN1CCN(CC1)C)=O)C(N)=O)=O 4-carbamoyl-4-{4-[4-(4-methyl-piperazin-1-ylmethyl)-benzyloxy]-1-oxo-1,3-dihydro-isoindol-2-yl}-butyric acid methyl ester